NC1=C2C(=NC=N1)N(N=C2C2=CC=C(C=C2)OC2=CC=CC=C2)C2CCN(CC2)C2CCN(CC2)C2CN(C2)C2=C1C(N(C(C1=CC=C2)=O)C2C(NC(CC2)=O)=O)=O 4-[3-[4-[4-[4-amino-3-(4-phenoxyphenyl)pyrazolo[3,4-d]pyrimidin-1-yl]-1-piperidyl]-1-piperidyl]azetidin-1-yl]-2-(2,6-dioxo-3-piperidyl)isoindoline-1,3-dione